N-(1,1-dioxidotetrahydrothiophen-3-yl)-2-(1H-imidazol-1-yl)isonicotinamide O=S1(CC(CC1)NC(C1=CC(=NC=C1)N1C=NC=C1)=O)=O